(3-(5-bromo-2-methoxyphenoxy)propoxy)(tert-butyl)dimethylsilane BrC=1C=CC(=C(OCCCO[Si](C)(C)C(C)(C)C)C1)OC